NC=1C2=C(N=CN1)N(C=C2Br)[C@H]2[C@@H]([C@@H]([C@H](C2)CNCCCNCCC2=CC=CC=C2)O)O (1R,2S,3R,5R)-3-{4-amino-5-bromopyrrolo[2,3-d]pyrimidin-7-yl}-5-[({3-[(2-phenylethyl)amino]propyl}amino)methyl]cyclopentane-1,2-diol